((5S,6S,9R)-6-(2,3-difluorophenyl)-9-hydroxy-6,7,8,9-tetrahydro-5H-cyclohept[b]pyridine-5-yl)carbamic acid tert-butyl ester C(C)(C)(C)OC(N[C@H]1[C@@H](CC[C@H](C2=NC=CC=C21)O)C2=C(C(=CC=C2)F)F)=O